COC(=O)C1(OCCO1)C methyl-2-methyl-1,3-dioxolane-2-carboxylate